2-methyl-isothiazol-3-one CN1SC=CC1=O